ClC=1C(=C(C=CC1)S(=O)(=O)N1C[C@@H](CCC1)C(=O)O)C(F)(F)F (R)-1-((3-chloro-2-(trifluoromethyl)phenyl)sulfonyl)piperidine-3-carboxylic acid